FC=1C(=NC(=CC1)F)NC1=NC=CC=C1C1=NC(=CC(=N1)C(=O)N)C1=C2C=NNC2=CC=C1C 2-[2-[(3,6-difluoro-2-pyridinyl)amino]-3-pyridinyl]-6-(5-methyl-1H-indazol-4-yl)pyrimidine-4-carboxamide